CN1N(CCC1)C(=O)OC(C)(C)C Tert-butyl 2-methylpyrazolidine-1-carboxylate